(trans)-4-Cyclopropyltetrahydrofuran C1(CC1)C1CCOC1